4-(cyclohexylamino)-2-((8-(1-methyl-1H-pyrazol-5-yl)-2,3-dihydrobenzo[b][1,4]dioxin-5-yl)amino)-7H-pyrrolo[2,3-d]pyrimidine-5-carbonitrile C1(CCCCC1)NC=1C2=C(N=C(N1)NC1=CC=C(C=3OCCOC31)C3=CC=NN3C)NC=C2C#N